FC1=C(CN2[C@@H](CCC2=O)CC(=O)N[C@@H](C(C)C)C(=O)OCC2=NN(C=C2)C)C=CC=C1F (1-Methyl-1H-pyrazol-3-yl)methyl (2-((S)-1-(2,3-difluorobenzyl)-5-oxopyrrolidin-2-yl)acetyl)-L-valinate